(2-(6-ethoxypyridin-2-yl)-1-isopropyl-1H-imidazo[4,5-b]pyrazin-6-yl)methanesulfonamide C(C)OC1=CC=CC(=N1)C1=NC=2C(=NC(=CN2)CS(=O)(=O)N)N1C(C)C